NC1=NC=2C=C(C=CC2C2=C1N=C(N2CC2=CC=C(C=C2)CNCCC)CCCC)C(=O)OC Methyl 4-amino-2-butyl-1-{4-[(propylamino)methyl]benzyl}-1H-imidazo[4,5-c]quinoline-7-carboxylate